ClC1=C(C=C(OCC(=O)NC23CC(C2)(C3)NC(=O)[C@H]3OC2=C(CC3)C=C(C=C2)F)C=C1)F (2S)-N-{3-[2-(4-chloro-3-fluorophenoxy)acetamido]bicyclo[1.1.1]pentan-1-yl}-6-fluoro-3,4-dihydro-2H-1-benzopyran-2-carboxamide